CC=1S(C=C(C1O)C)=O 2,4-dimethyl-3-hydroxythiophenone